OC(C(C(=O)OC1CCCCCCC1)=C)C(=O)[O-] 4-cyclooctyl 3-hydroxy-2-methylenesuccinate